6-[5-[(1S)-1-[[8-chloro-6-(trifluoro-methyl)quinazolin-4-yl]amino]ethyl]-1,2,4-triazol-1-yl]-2-ethyl-pyridazin-3-one ClC=1C=C(C=C2C(=NC=NC12)N[C@@H](C)C1=NC=NN1C=1C=CC(N(N1)CC)=O)C(F)(F)F